FC(OC1=NC=C(C(=O)NC=2SC3=C(N2)C=CC(=C3)C(=O)O)C=C1)F 2-(6-(difluoromethoxy)nicotinamido)benzo[d]thiazole-6-carboxylic acid